COCCOCCOCCOC1=CC=CC=C1 triethylene glycol phenyl methyl ether